tert-butyl 4-(5-((4-(ethylthio)-2,6-dioxo-3-(2,4,5-trifluorobenzyl)-3,6-dihydro-1,3,5-triazin-1(2H)-yl)methyl)-1H-1,2,4-triazol-1-yl)butanoate C(C)SC=1N(C(N(C(N1)=O)CC1=NC=NN1CCCC(=O)OC(C)(C)C)=O)CC1=C(C=C(C(=C1)F)F)F